ONC(=O)C1=CC2=C(OCC(N2CCOC2=CC=C(C=C2)C(F)(F)F)=O)C=C1 N-hydroxy-3-oxo-4-(2-(4-(trifluoromethyl)phenoxy)ethyl)-3,4-dihydro-2H-benzo[b][1,4]oxazine-6-carboxamide